3-((6-((5-cyclopropyl-3-(2,6-dichlorophenyl)isoxazol-4-yl)methoxy)naphthalen-1-yl)oxy)picolinic acid C1(CC1)C1=C(C(=NO1)C1=C(C=CC=C1Cl)Cl)COC=1C=C2C=CC=C(C2=CC1)OC=1C(=NC=CC1)C(=O)O